COC1=NC(=C(N=C1C)C)C 2-methoxy-3,5,6-trimethyl-pyrazine